C(C)(C)(C)OC(=O)O[C@@H]1[C@H]([C@H](N(C1)C(=O)OC(C)(C)C)CC1=CC=C(C=C1)OC)OC(CC1=CC=C(C=C1)F)=O tert-butyl (2R,3S,4S)-4-[(tert-butoxycarbonyl)oxy]-3-{[2-(4-fluorophenyl)acetyl]oxy}-2-[(4-methoxyphenyl) methyl]pyrrolidine-1-carboxylate